(2R)-N-((S)-(3-chloro-4-fluorophenyl)(trans-1,1-difluorospiro[2.5]oct-6-yl)methyl)-2-methyl-3-oxopiperazine-1-carboxamide ClC=1C=C(C=CC1F)[C@@H](NC(=O)N1[C@@H](C(NCC1)=O)C)C1CCC2(CC2(F)F)CC1